2-methoxy-pyridine-3-carboxylate COC1=NC=CC=C1C(=O)[O-]